CCC(C)(CC(=O)O)O 3-HYDROXY-3-METHYL-N-VALERIC ACID